N-{4-[2-(2-chloro-4-fluorophenyl)acetamido]pyridin-2-yl}-N-[2-(difluoromethyl)phenyl]acetamide ClC1=C(C=CC(=C1)F)CC(=O)NC1=CC(=NC=C1)N(C(C)=O)C1=C(C=CC=C1)C(F)F